NC1=C2C(=NC(=N1)Cl)N(N=C2)CC=2C=CC(=C(CCN1C=C(C=CC1=O)C=O)C2)C(F)(F)F 1-(5-((4-amino-6-chloro-1H-pyrazolo[3,4-d]pyrimidin-1-yl)methyl)-2-(trifluoromethyl)phenethyl)-6-oxo-1,6-dihydropyridine-3-carbaldehyde